The molecule is a phospholipid that is the hexadecyl monoester of phosphocholine. It has a role as an antineoplastic agent, an antiprotozoal drug, an antifungal agent, an immunomodulator, an anti-inflammatory agent, an apoptosis inducer, a protein kinase inhibitor and an anticoronaviral agent. It is a member of phosphocholines and a phospholipid. CCCCCCCCCCCCCCCCOP(=O)([O-])OCC[N+](C)(C)C